FC(C1=CC2=C(C=N1)CNC2=O)(F)F 6-trifluoromethyl-2,3-dihydro-1H-pyrrolo[3,4-c]pyridin-1-one